FC1=C(C=CC(=C1)F)[C@H]1N(CC[C@H](C1)NC)C(=O)N1CC2(CCCC2)[C@H](CC1)CN1C(C=C(CC1)C1=C(C=CC=C1)OC)=O 1-(((S)-7-((2S,4R)-2-(2,4-difluorophenyl)-4-(methylamino)piperidine-1-carbonyl)-7-azaspiro[4.5]decan-10-yl)methyl)-4-(2-methoxyphenyl)-5,6-dihydropyridin-2(1H)-one